4-benzyl-2-(2-chloro-8-fluoro-3-quinolyl)-6,6-dimethyl-4,5-dihydro-1,3-oxazine C(C1=CC=CC=C1)C1N=C(OC(C1)(C)C)C=1C(=NC2=C(C=CC=C2C1)F)Cl